butyl-3-methylimidazolium C(CCC)C=1NC=C[N+]1C